FC=1C=CC2=C(C(=CO2)C=2C=C(SC2)C(CCC(=O)O)=O)C1 4-(4-(5-fluorobenzofuran-3-yl)thiophen-2-yl)-4-oxobutanoic acid